2-(2,3-dihydroxyphenyl)-5-methyl-4,5-dihydrooxazole-4-carbohydrazide OC1=C(C=CC=C1O)C=1OC(C(N1)C(=O)NN)C